nickel-molybdenum [Mo].[Ni]